C(#N)C1=CC(=CC2=C1N[C@H](CCN2C)CSC2CCCCC2)S(=O)(=O)NC(=O)C2(CCCCC2)OC (R)-N-((9-CYANO-2-((CYCLOHEXYLTHIO)METHYL)-5-METHYL-2,3,4,5-TETRAHYDRO-1H-BENZO[B][1,4]DIAZEPIN-7-YL)SULFONYL)-1-METHOXYCYCLOHEXANE-1-CARBOXAMIDE